tris(hydroxy-methyl)amine OCN(CO)CO